pyridine-2,6-dicarboxylic acid dibromide N1=C(C=CC=C1C(=O)Br)C(=O)Br